(5-Bromo-2-((4-(2-(3-chlorobenzyl)-5-methyloxazol-4-yl)phenoxy)methyl)phenyl)methanol BrC=1C=CC(=C(C1)CO)COC1=CC=C(C=C1)C=1N=C(OC1C)CC1=CC(=CC=C1)Cl